NC1=NC=CC(=C1)C[C@@H]1[C@H](N(C1=O)C(=O)N[C@H](CC)C1=CC=CC=C1)C(=O)N(C)C=1OC=NN1 (2S,3R)-3-((2-aminopyridin-4-yl)methyl)-N2-(1,3,4-oxadiazol-2-yl)-N1-((R)-1-phenylpropyl)-N2-methyl-4-oxoazetidine-1,2-dicarboxamide